3-hydroxy-2-methylbutanoate OC(C(C(=O)[O-])C)C